FC(C1=NC(=CC(=C1)C1=NN(C=N1)COCC[Si](C)(C)C)C(F)(F)F)(F)F 2,6-bis(trifluoromethyl)-4-(1-((2-(trimethylsilyl)ethoxy)methyl)-1H-1,2,4-Triazol-3-yl)pyridine